C1(CC1)C=1C=NC2=CC=C(C=C2N1)C(C)N1C[C@@H](N(C[C@H]1C)C=1N(N=C2C1N(C(C=C2)=O)C)C2OCCCC2)C ((2S,5R)-4-(1-(3-cyclopropylquinoxalin-6-yl)ethyl)-2,5-dimethylpiperazin-1-yl)-4-methyl-2-(tetrahydro-2H-pyran-2-yl)-2,4-dihydro-5H-pyrazolo[4,3-b]pyridin-5-one